[Cl-].[NH+]12CCCC=C2CNC1 1,8-diazabicyclo[4.3.0]-5-nonenylium chloride